2-((4-((3-(2-fluoro-3-methoxyphenyl)-3-phenylureido)methyl)cyclohexyl)methoxy)acetic acid FC1=C(C=CC=C1OC)N(C(NCC1CCC(CC1)COCC(=O)O)=O)C1=CC=CC=C1